5-(6-morpholino-4-((tetrahydro-2H-pyran-4-yl)sulfonyl)pyridin-2-yl)pyrimidin-2-amine O1CCN(CC1)C1=CC(=CC(=N1)C=1C=NC(=NC1)N)S(=O)(=O)C1CCOCC1